ClC=1C=C(C=C(C1)Cl)S(=O)(=O)N1[C@@H](CCC1)C(=O)OC methyl (2S)-1-(3,5-dichlorophenyl)sulfonylpyrrolidine-2-carboxylate